FC=1C=C(C(=O)NC)C=C(C1)C=1N=NC(=CC1)NC1C[C@@H]2[C@@H](CN(C2)C([2H])([2H])C2CC(OC(C2)(C)C)(C)C)C1 3-fluoro-N-methyl-5-(6-(((3aR,5s,6aS)-2-((2,2,6,6-tetramethyltetrahydro-2H-pyran-4-yl)methyl-d2)octahydrocyclopenta[c]pyrrol-5-yl)amino)pyridazin-3-yl)benzamide